chloro-7-cyclopentyl-7H-pyrrolo[2,3-d]pyrimidine-6-carboxylic acid methyl ester COC(=O)C1=CC2=C(N=C(N=C2)Cl)N1C1CCCC1